CN1C(C=NC2=CC=CC=C12)=O N-methyl-2(1H)quinoxalinone